COC1=C(CC(N)C)C=C(C(=C1)[N+](=O)[O-])OC 2,5-dimethoxy-4-nitroamphetamine